1-(3-((tert-butoxy-carbonyl)amino)propyl)pyridin-1-ium C(C)(C)(C)OC(=O)NCCC[N+]1=CC=CC=C1